C(C)(=O)C(C)(O)C(C)=O diacetyl-ethanol